4-amino-N-[4-(Methyl)phenyl]-6-((1-methyl-1H-pyrazole-4-yl)ethynyl)-7-(1-methylcyclopropyl)-7H-pyrrolo[2,3-d]pyrimidin-5-Carboxamide NC=1C2=C(N=CN1)N(C(=C2C(=O)NC2=CC=C(C=C2)C)C#CC=2C=NN(C2)C)C2(CC2)C